2-(6-fluoro-1H-indol-3-yl)-7,7-dimethyl-6H-pyrrolo[3,4-b]pyridin-5-one FC1=CC=C2C(=CNC2=C1)C1=CC=C2C(=N1)C(NC2=O)(C)C